methyl 4-(4-(6-bromoquinazolin-4-yl)-2-fluorophenyl)piperazine-1-carboxylate BrC=1C=C2C(=NC=NC2=CC1)C1=CC(=C(C=C1)N1CCN(CC1)C(=O)OC)F